ClC1=C(C(=CC=C1)Cl)C#CC=1C=C2CCC(C2=CC1)N1CCC(CC1)(C(=O)OCC)F ethyl 1-(5-((2,6-dichlorophenyl)ethynyl)-2,3-dihydro-1H-inden-1-yl)-4-fluoro-piperidine-4-carboxylate